C[C@@H]1N(C[C@H](C1)NC)C(=O)OC(C)(C)C (2S,4S)-tert-butyl 2-methyl-4-(methylamino)pyrrolidine-1-carboxylate